C(C)(C)(C)OC(=O)N1C2=C(OCC1)C=C(C(=C2)B2OC(C(O2)(C)C)(C)C)F.ClC(Cl)(Cl)C2OC2 (trichloromethyl)oxirane tert-butyl-7-fluoro-6-(4,4,5,5-tetramethyl-1,3,2-dioxaborolan-2-yl)-2,3-dihydro-4H-benzo[b][1,4]oxazine-4-carboxylate